(1R,3R)-1-(2,6-difluoro-4-iodophenyl)-3-methyl-2-(methylsulfonyl)-2,3,4,9-tetrahydro-1H-pyrido[3,4-b]indole FC1=C(C(=CC(=C1)I)F)[C@H]1N([C@@H](CC2=C1NC1=CC=CC=C21)C)S(=O)(=O)C